4-[4-chloro-3-(trifluoromethoxy)phenyl]-1-(2-fluoro-5-methoxy-4-nitro-phenyl)piperidine ClC1=C(C=C(C=C1)C1CCN(CC1)C1=C(C=C(C(=C1)OC)[N+](=O)[O-])F)OC(F)(F)F